diisopropyl-diphenylamine C(C)(C)C=1C(=C(C=CC1)NC1=CC=CC=C1)C(C)C